(2S,4S)-1-[4,6-bis(trifluoromethyl)pyridin-2-yl]-N-(4-fluorophenyl)-4-hydroxy-N-methylpyrrolidine-2-carboxamide FC(C1=CC(=NC(=C1)C(F)(F)F)N1[C@@H](C[C@@H](C1)O)C(=O)N(C)C1=CC=C(C=C1)F)(F)F